1-[6-[[6-(trifluoromethyl)-3-pyridinyl]methyl]-2-azaspiro[3.3]heptane-2-carbonyl]pyrrolidine-3-sulfonamide FC(C1=CC=C(C=N1)CC1CC2(CN(C2)C(=O)N2CC(CC2)S(=O)(=O)N)C1)(F)F